C(C)(C)(C)OC(=O)N[C@@H]([C@H](O)C)C(=O)O (E)-N-t-butoxycarbonyl-L-threonine